5-[(9aS)-2-[2-(2,4-difluorophenyl)ethyl]-3-(5-methyl-1,3,4-oxadiazol-2-yl)-5-oxo-7,8,9,9a-tetrahydropyrido[2,3-a]pyrrolizin-4-yl]-N-[(3,4-difluorophenyl)methyl]thiophene-2-carboxamide FC1=C(C=CC(=C1)F)CCC=1C(=C(C2=C([C@@H]3CCCN3C2=O)N1)C1=CC=C(S1)C(=O)NCC1=CC(=C(C=C1)F)F)C=1OC(=NN1)C